N1(CCCCC1)C1=C2C(=NC=C1)NC=C2C2=CC(=NC=C2)N 4-[4-(1-piperidyl)-1H-pyrrolo[2,3-b]pyridin-3-yl]pyridin-2-amine